ClC=1C=C(C=CC1OCC1=CC(=CC=C1)F)NC1=NC=NC2=CC=C(C=C12)C=1OC(=CC1)CNCCS(=O)(=O)C N-[3-chloro-4-[(3-fluorobenzeneyl)methoxy]phenyl]-6-[5-[(2-methanesulfonylethylamino)methyl]-2-furyl]quinazolin-4-amine